ClC1=NN(C(=C1C(=O)OCC)C)COCC[Si](C)(C)C ethyl 3-chloro-5-methyl-1-((2-(trimethylsilyl) ethoxy) methyl)-1H-pyrazole-4-carboxylate